4-(7-chloroimidazo[1,2-a]pyridin-3-yl)benzaldehyde ClC1=CC=2N(C=C1)C(=CN2)C2=CC=C(C=O)C=C2